FC(OC1=CC(=C(C=C1)C1(CC1)C(=O)OC(C)(C)C)OC)F tert-butyl 1-[4-(difluoromethoxy)-2-methoxyphenyl]cyclopropane-1-carboxylate